FC=1C(=CC=2C3=C(NC(C2C1)=O)COC[C@H]3N(C(=O)C3=CC1=C(N=CO1)C=C3)C)F (S)-N-(8,9-Difluoro-6-oxo-1,4,5,6-tetrahydro-2H-pyrano[3,4-c]isoquinolin-1-yl)-N-methylbenzo[d]oxazole-6-carboxamide